(E)-2-(3-(2-ethoxyvinyl)-6-oxo-4-(trifluoromethyl)pyridazin-1(6H)-yl)-4-methylpentanoic acid methyl ester COC(C(CC(C)C)N1N=C(C(=CC1=O)C(F)(F)F)\C=C\OCC)=O